ClC(=C(CF)Cl)Cl 1,1,2-trichloro-3-fluoropropene